C1(CC1)C=1C(=NC=CC1)C1=C(C=C2C(=CN(C2=C1)CC(C)(C)C)C(C)NS(=O)(=O)C1CC1)F N-(1-(6-(3-cyclopropylpyridin-2-yl)-5-fluoro-1-neopentyl-1H-indol-3-yl)ethyl)cyclopropanesulfonamide